N,N-diethyl-propynylamine sulfate S(=O)(=O)(O)O.C(C)N(CC)C#CC